1-(isocyanatophenylmethanesulfonyl)-4-methylbenzene N(=C=O)C(S(=O)(=O)C1=CC=C(C=C1)C)C1=CC=CC=C1